(+/-)-Tetrahydrofuran-3-amine O1C[C@@H](CC1)N |r|